tert-butyl (2S,4S)-2-methyl-4-[(5-methyl-1,3,4-oxadiazol-2-yl)methoxy]piperidine-1-carboxylate C[C@@H]1N(CC[C@@H](C1)OCC=1OC(=NN1)C)C(=O)OC(C)(C)C